NC=1C=2N(C3=C(N1)C=NC(=C3)C(=O)N(C(C)C3=NC=C(C=C3)C(F)(F)F)C([2H])([2H])[2H])C=NC2 4-amino-N-(methyl-d3)-N-(1-(5-(trifluoromethyl)pyridin-2-yl)ethyl)imidazo[1,5-a]pyrido[3,4-e]pyrazine-8-formamide